OC1CC2(CN(C2)CC2=CC=C(C=C2)NC(=O)NCC2=CC=C(C=C2)OC)C1 N-{4-[(6-hydroxy-2-azaspiro[3.3]hept-2-yl)methyl]phenyl}{[(4-methoxyphenyl)methyl]amino}carboxamide